(R)-4-((2-azaspiro[3.3]hept-6-yl)amino)-N-(1-(2-methyl-3-(trifluoromethyl)phenyl)ethyl)-6-oxo-1-(tetrahydro-2H-pyran-4-yl)-1,6-dihydropyridine-3-carboxamide C1NCC12CC(C2)NC=2C(=CN(C(C2)=O)C2CCOCC2)C(=O)N[C@H](C)C2=C(C(=CC=C2)C(F)(F)F)C